CN1N=CC(=C1OCCN)C=1C=C2C(=NN(C2=CC1)C1OCCCC1)C#C[Si](C(C)C)(C(C)C)C(C)C 2-[2-methyl-4-[1-tetrahydropyran-2-yl-3-(2-triisopropylsilylethynyl)indazol-5-yl]pyrazol-3-yl]oxyethylamine